NC1=NC2=C(N1[C@H]1CN(CCCC1)C(=O)OC(C)(C)C)C(=CC=C2)OC2CCN(CC2)C(=O)OCC2=CC=CC=C2 tert-butyl (R)-3-(2-amino-7-((1-((benzyloxy)carbonyl)piperidin-4-yl)oxy)-1H-benzo[d]imidazol-1-yl)azepane-1-carboxylate